N,N-Diethyl-alpha,alpha-difluoro-3-methylbenzylamine CCN(CC)C(C1=CC=CC(=C1)C)(F)F